NC=1C=2N(C3=CC(=CC=C3N1)C(=O)O)C=NC2C 4-amino-3-methyl-imidazo[1,5-a]quinoxaline-8-carboxylic acid